4-[4-[3-(3-methyl-1,2-benzoxazol-6-yl)-1,2,4-oxadiazol-5-yl]piperidine-1-carbonyl]-1-phenyl-pyrrolidin-2-one CC1=NOC2=C1C=CC(=C2)C2=NOC(=N2)C2CCN(CC2)C(=O)C2CC(N(C2)C2=CC=CC=C2)=O